NC1=CC=CC(=N1)NC(=O)C1=NC=CC2=C1NC1=CC=CC=C21 N-(6-aminopyridin-2-yl)-9H-pyrido[3,4-b]indole-1-carboxamide